Methyl 2-[4'-fluoro-2'-(4-methyl-1,2,4-triazol-3-yl)-[1,1'-biphenyl]-3-yl]-7-(trifluoromethyl)-1,3-benzoxazole-5-carboxylate FC1=CC(=C(C=C1)C1=CC(=CC=C1)C=1OC2=C(N1)C=C(C=C2C(F)(F)F)C(=O)OC)C2=NN=CN2C